C(C)(C)N1N=C(C=C1C)NC(=O)C1=C(C=CC=C1)NC(CCOCCOCCNC(OC(C)(C)C)=O)=O tert-butyl (2-(2-(3-((2-((1-isopropyl-5-methyl-1H-pyrazol-3-yl)carbamoyl)phenyl)amino)-3-oxopropoxy)ethoxy)ethyl)carbamate